C(#N)C1=NC(=NC(=C1)C)N1CCN(CC1)S(=O)(=O)C=1C=CC(=NC1)NC(=O)C=1C=C(CNC(CNC(OC(C)(C)C)=O)CNC(OC(C)(C)C)=O)C=CC1N(S(=O)(=O)C)C Di-tert-butyl (2-((3-((5-((4-(4-cyano-6-methylpyrimidin-2-yl)piperazin-1-yl)sulfonyl)pyridin-2-yl)carbamoyl)-4-(N-methylmethylsulfonamido)benzyl)amino)propane-1,3-diyl)dicarbamate